[N-]=C=O.[PH4+] phosphonium isocyanate salt